N-[2-(5-acetyl-2-pyridyl)-2-(1-methylpyrazol-4-yl)propyl]-5-(2,4-difluorophenyl)isoxazole-3-carboxamide C(C)(=O)C=1C=CC(=NC1)C(CNC(=O)C1=NOC(=C1)C1=C(C=C(C=C1)F)F)(C)C=1C=NN(C1)C